C1(CCCCC1)N[C@@H](C)C(=O)O cyclohexyl-l-alanine